FC1=C(C(=CC=C1)OC)C=1C=CC(=NC1)C1(CC(CC1)NC=1N=NC(=CN1)C)N (5-(2-Fluoro-6-methoxyphenyl)pyridin-2-yl)-N3-(6-methyl-1,2,4-triazin-3-yl)cyclopentane-1,3-diamine